7-((4-(2-cyclopropylacetyl)piperazin-1-yl)methyl)-3-ethyl-1,5-naphthyridin-2(1H)-one C1(CC1)CC(=O)N1CCN(CC1)CC1=CN=C2C=C(C(NC2=C1)=O)CC